COC(C1=CC=C(C=C1)CC(C1CCOCC1)=O)=O 4-(2-oxo-2-(tetrahydro-2H-pyran-4-yl)ethyl)benzoic acid methyl ester